COC(CC1=CC=CC=C1)OC PHENYLACETALDEHYDE DIMETHYLACETAL